2-(3,6-dihydro-2H-pyran-4-yl)-5-nitrobenzoic acid methyl ester COC(C1=C(C=CC(=C1)[N+](=O)[O-])C=1CCOCC1)=O